[Cu].OC=1C(=CC2=CC=CC=C2C1)C(=O)NC1=CC=C(C=C1)N N-(3-hydroxy-2-naphthoyl)p-phenylenediamine copper